N-methyl-4,5,6,7-tetrahydro-2-benzothiophen-5-amine CNC1CC=2C(=CSC2)CC1